benzo[d]imidazo[2,1-b]thiazole-7-carboxamide N=1C=CN2C1SC1=C2C=CC(=C1)C(=O)N